C(CO)[N+](=O)[O-] β-nitroalcohol